BrC1=CC=2C(=NOC2C(=O)OCCCC)C=C1 Butyl 5-bromobenzo[c]isoxazole-3-carboxylate